C[C@H]1CC[C@H]2[C@@H]1[C@@H](OC=C2C)O The molecule is an iridoid monoterpenoid that is 1,4a,5,6,7,7a-hexahydrocyclopenta[c]pyran substituted by methyl groups at positions 4 and 7 and a hydroxy group at position 1 (the 1R,4aS,7S,7aR-stereoisomer). It has a role as a plant metabolite. It is a lactol and an iridoid monoterpenoid.